(4-(3-amino-8-chloroisoquinolin-6-yl)-5-methyl-1-(tetrahydro-2H-pyran-2-yl)-1H-pyrazol-3-yl)methanol NC=1N=CC2=C(C=C(C=C2C1)C=1C(=NN(C1C)C1OCCCC1)CO)Cl